C(C)(C)C1=NC=CC(=C1N1C(N=C(C2=C1N=C(C(=C2)F)C2=C(C=CC=1C=COC12)F)N1[C@H](CN(CC1)C(=O)OC(C)(C)C)C)=O)C(C)C tert-butyl (3S)-4-(1-(2,4-diisopropylpyridin-3-yl)-6-fluoro-7-(6-fluorobenzofuran-7-yl)-2-oxo-1,2-dihydropyrido[2,3-d]pyrimidin-4-yl)-3-methylpiperazine-1-carboxylate